2-(7-chloro-6-(4-cyclopropylbenzyl)-2,3-dihydrobenzofuran-4-yl)-6-(hydroxymethyl)-2-methoxytetrahydro-2H-pyran-3,4,5-triol ClC1=C(C=C(C=2CCOC21)C2(OC(C(C(C2O)O)O)CO)OC)CC2=CC=C(C=C2)C2CC2